C1(CCC1)NC=1C(=NC(=CC1)C1=CC=C(C=C1)F)NC1(COCC1)C N3-cyclobutyl-6-(4-fluorophenyl)-N2-(3-methyltetrahydrofuran-3-yl)pyridine-2,3-diamine